N[C@]1(CC[C@](C=2C=CC=NC12)(C(=O)NCC1=C(C=C(C=C1)Cl)Cl)F)CO |o1:1,4| (5S*,8S*)-8-amino-N-(2,4-dichlorobenzyl)-5-fluoro-8-(hydroxymethyl)-5,6,7,8-tetrahydroquinoline-5-carboxamide